Ethyl (2S)-3-isopropyl-4-methyl-2-[(2,4,6-trimethylphenyl)sulfinylamino]pentanoate C(C)(C)C([C@@H](C(=O)OCC)NS(=O)C1=C(C=C(C=C1C)C)C)C(C)C